(S)-3-(isoquinolin-4-yl)-2-oxo-1-(spiro[2.3]hex-5-yl)imidazoline-4-carbonitrile C1=NC=C(C2=CC=CC=C12)N1C(N(C[C@H]1C#N)C1CC2(CC2)C1)=O